6-fluoro-1-methylquinoxalin-2(1H)-one FC=1C=C2N=CC(N(C2=CC1)C)=O